2-methyl-7-[3-(pyridin-4-yl)-1,2,4-oxadiazol-5-yl]-3,4-dihydro-2H-1-benzopyran-4-one CC1OC2=C(C(C1)=O)C=CC(=C2)C2=NC(=NO2)C2=CC=NC=C2